3-[4-(bromomethyl)-2-fluoro-phenyl]-5-(trifluoromethyl)-1,2,4-oxadiazole BrCC1=CC(=C(C=C1)C1=NOC(=N1)C(F)(F)F)F